NC1=C(C(=NC=2N1N=C(C2CC)C)SC)C#N 7-amino-3-ethyl-2-methyl-5-(methylthio)pyrazolo[1,5-a]pyrimidine-6-carbonitrile